C1(=CC=CC=C1)P(C1=CC=CC=2C(C3=CC=CC(=C3OC12)P(C1=CC=CC=C1)C1=CC=CC=C1)(C)C)C1=CC=CC=C1 4,5-bis-(diphenylphosphino)-9,9-dimethyl-xanthene